2-(7-((2S,5R)-2,5-dimethyl-4-((R)-1-(quinoxalin-6-yl)ethyl)piperazin-1-yl)-4-methyl-5-oxo-4,5-dihydro-2H-pyrazolo[4,3-d]pyrimidin-2-yl)acetonitrile C[C@@H]1N(C[C@H](N(C1)[C@H](C)C=1C=C2N=CC=NC2=CC1)C)C=1C=2C(N(C(N1)=O)C)=CN(N2)CC#N